C(C1=CC=CC=C1)OC1=CC=C(C=C1)C[C@H](C(=O)O)NC(CC)=O (R)-3-(4-(benzyloxy)phenyl)-2-propanamidopropionic acid